CC1=CC=CC(=N1)C1=C(N=CN1)C=1C=C2C=C(C=NC2=CC1)NC1CC(C1)C(=O)O (1r,3r)-3-((6-(5-(6-methylpyridin-2-yl)-1H-imidazol-4-yl)quinolin-3-yl)amino)cyclobutane-1-carboxylic acid